2-(3-{[2-methoxy-4-(trifluoromethyl)phenyl]amino}prop-1-yn-1-yl)-N-(1-methylpiperidin-4-yl)-1-(2,2,2-trifluoroethyl)-1H-indol-4-amine COC1=C(C=CC(=C1)C(F)(F)F)NCC#CC=1N(C=2C=CC=C(C2C1)NC1CCN(CC1)C)CC(F)(F)F